BrC=1SC=2CN(CCC2N1)C(CC1CCCC1)=O 1-(2-bromo-6,7-dihydrothiazolo[5,4-c]pyridin-5(4H)-yl)-2-cyclopentylethan-1-one